(3S)-1-[2-(3-chlorophenyl)ethyl]-3-({4-[(1R) or (1S)-1-methanesulfonylethyl]phenoxy}methyl)piperazine ClC=1C=C(C=CC1)CCN1C[C@H](NCC1)COC1=CC=C(C=C1)[C@@H](C)S(=O)(=O)C |o1:23|